2-bromo-N-((1r,4r)-4-methylcyclohexyl)-4-nitroaniline BrC1=C(NC2CCC(CC2)C)C=CC(=C1)[N+](=O)[O-]